OCCCCC1=C(C(=O)O)C=C(C(=C1O)O)O hydroxybutyl-gallic acid